(2-(5-(5-(trifluoromethyl)-1,2,4-oxadiazol-3-yl)pyridin-2-yl)-2,7-diazaspiro[3.5]nonan-7-yl)methanone FC(C1=NC(=NO1)C=1C=CC(=NC1)N1CC2(C1)CCN(CC2)C=O)(F)F